FC(C(C(F)(F)F)OP1(=NP(=NP(=N1)(F)F)(F)F)F)(F)F hexafluoroisopropoxypentafluoro-cyclotriphosphazene